(R)-N-(2-(4-allylpiperazine-1-yl)-5-((6-(3-(2-fluoro-3-(trifluoromethyl)phenyl)isoxazolidin-2-yl)pyrimidin-4-yl)amino)-4-methoxyphenyl)acrylamide C(C=C)N1CCN(CC1)C1=C(C=C(C(=C1)OC)NC1=NC=NC(=C1)N1OCC[C@@H]1C1=C(C(=CC=C1)C(F)(F)F)F)NC(C=C)=O